2,2,2-trifluoro-1-phenyl-1-(1H-pyrrol-2-yl)ethane-1-ol FC(C(O)(C=1NC=CC1)C1=CC=CC=C1)(F)F